methyl (3S)-3-[(2S)-4-[(2,6-dimethylbenzoyl)oxy]-2-({N-[(4-methoxy-1H-indolyl)carbonyl]-L-leucyl}amino)-3-oxobutyl]-2-oxopyrrolidine-1-carboxylate CC1=C(C(=O)OCC([C@H](C[C@H]2C(N(CC2)C(=O)OC)=O)NC([C@@H](NC(=O)N2C=CC3=C(C=CC=C23)OC)CC(C)C)=O)=O)C(=CC=C1)C